ethyl 1-methyl-3-(4-fluorophenyl)-2,4-dioxo-1,2,3,4-tetrahydropyrimidine-5-carboxylate CN1C(N(C(C(=C1)C(=O)OCC)=O)C1=CC=C(C=C1)F)=O